C(C1=CC=CC=C1)OC1=NC(=CC=C1C1=NN(C2=C(C=CC=C12)N1CCC(CC1)CN1C2COCC1CN(C2)C(=O)OC(C)(C)C)C)OCC2=CC=CC=C2 tert-butyl 9-((1-(3-(2,6-bis(benzyloxy)pyridin-3-yl)-1-methyl-1H-indazol-7-yl)piperidin-4-yl)methyl)-3-oxa-7,9-diazabicyclo[3.3.1]nonane-7-carboxylate